C(C)N1[C@@H]2CN([C@H](C1)C2)CC2=CC=C1C(=N2)SC(=C1)C(=O)N 6-(((1S,4S)-5-ethyl-2,5-diazabicyclo[2.2.1]hept-2-yl)methyl)thieno[2,3-b]pyridine-2-carboxamide